N1CCC(CC1)C1=C(C(=O)O)C=CC=C1 2-(piperidin-4-yl)benzoic acid